2-(4-cyclopentyl-2,5-bis(methoxy-d3)phenyl)ethan-1-amine C1(CCCC1)C1=CC(=C(C=C1OC([2H])([2H])[2H])CCN)OC([2H])([2H])[2H]